2,2,2-trifluoro-N-methylethan-1-amine FC(CNC)(F)F